C(C)(=O)NC=1N=C2N(N=C(C=C2)C=2C=C(C(=NC2)OC)C(=O)NCC2=C(C=CC(=C2)F)OCC(F)(F)F)C1 5-{2-acetamidoimidazo[1,2-b]pyridazin-6-yl}-N-{[5-fluoro-2-(2,2,2-trifluoroethoxy)phenyl]methyl}-2-methoxypyridine-3-carboxamide